N1C(=NC2=C1C=CC=C2)C2=CC(=NN2C)NC(=O)C=2C=NC(=CC2)N2C[C@H](CC2)O N-[5-(1H-benzimidazol-2-yl)-1-methyl-pyrazol-3-yl]-6-[(3S)-3-hydroxypyrrolidin-1-yl]pyridine-3-carboxamide